ethyl-chloroethyl-phosphinic acid C(C)P(O)(=O)CCCl